2-amino-3-(4-bromo-benzoyl)phenylacetic acid NC1=C(C=CC=C1C(C1=CC=C(C=C1)Br)=O)CC(=O)O